(3S,6S,8aS)-5-oxo-6-(4-phenoxybenzamido)octahydroindolizine-3-carboxylic acid O=C1N2[C@@H](CC[C@@H]2CC[C@@H]1NC(C1=CC=C(C=C1)OC1=CC=CC=C1)=O)C(=O)O